2,2-dimethylpent-4-ynenitrile CC(C#N)(CC#C)C